BrC1=C(C#N)C=CC(=C1F)OC[C@H]1OCCC1 (s)-2-bromo-3-fluoro-4-((tetrahydrofuran-2-yl)methoxy)benzonitrile